t-butyl-5-bromo-1H-pyrazolo[3,4-b]pyridin-1-carboxylate C(C)(C)(C)OC(=O)N1N=CC=2C1=NC=C(C2)Br